C(C=C)NCC(C(CC)C)C N-allyl-2,3-dimethyl-1-pentylamine